FC=1C=C2C=3C(=CN(C2=CC1N1CCNCC1)CC)C1=CC=CC(=C1N3)OC 2-fluoro-5-ethyl-3-piperazin-1-yl-10-methoxy-5H-indolo[3,2-c]quinoline